ClC1=CC=C(C=C1)C1=C(CCC(C1)(C)C)CN1C2CN(CC1CC2)C=2C=C1CN(C(C1=CC2)=O)C2C(NC(CC2)=O)=O 3-(5-(8-((4'-chloro-5,5-dimethyl-3,4,5,6-tetrahydro-[1,1'-biphenyl]-2-yl)methyl)-3,8-diazabicyclo[3.2.1]octan-3-yl)-1-oxoisoindolin-2-yl)piperidine-2,6-dione